COC=1C=C2CN(CC2=CC1)C1=NC=CC(=N1)C1=NC=CC(=N1)C#CC1=CC=C(C#N)C=C1 4-((2'-(5-methoxyisoindolin-2-yl)-[2,4'-bipyrimidinyl]-4-yl)ethynyl)benzonitrile